FC1=C(OCC2C(C2)C#N)C=CC(=C1F)B1OC(C(O1)(C)C)(C)C 2-[[2,3-difluoro-4-(4,4,5,5-tetramethyl-1,3,2-dioxaborolan-2-yl)phenoxy]methyl]cyclopropanecarbonitrile